(S)-2-amino-3-(2-oxopyrrolidin-1-yl)propanoic acid hydrochloride Cl.N[C@H](C(=O)O)CN1C(CCC1)=O